(3-((5-fluoro-2-(1-(2-methoxyethyl)-3-methyl-1H-pyrazol-4-yl)pyridin-4-yl)oxy)azetidin-1-yl)methanone FC=1C(=CC(=NC1)C=1C(=NN(C1)CCOC)C)OC1CN(C1)C=O